2,3,7,8,12,13,17,18-octaethyl-5,10,15,20-tetraphenylporphyrin C(C)C1=C2NC(=C1CC)C(=C1C(=C(C(=N1)C(=C1C(=C(C(N1)=C(C=1C(=C(C(N1)=C2C2=CC=CC=C2)CC)CC)C2=CC=CC=C2)CC)CC)C2=CC=CC=C2)CC)CC)C2=CC=CC=C2